1-(2,4-Dichloropyrimidin-5-yl)propan-1-ol ClC1=NC=C(C(=N1)Cl)C(CC)O